COC(C1=C(C=C(C=C1)OC1CC(C1)OCC1=CC=CC=C1)OC)=O 4-(3-Benzyloxycyclobutoxy)-2-methoxy-benzoic acid methyl ester